C(C)(C)(C)C1(CC=CC(=C1O)C(C)(C)C)C 2,6-di(tert-butyl)cresol